NC1=NC2=C(N1CCC1=CC=C(C=C1)Br)C=CC(=C2)C=O 2-amino-1-(4-bromophenethyl)-1H-benzo[d]imidazole-5-Formaldehyde